C(N)(=O)C=1C=C2C(=CC=NC2=CC1)OC1=CC=C(C=C1)NC(=O)C1(CC1)C(=O)NC1=CC=C(C=C1)F 1-N-[4-(6-carbamoyl-quinolin-4-yl)oxyphenyl]-1-N'-(4-fluorophenyl)cyclopropane-1,1-dicarboxamide